C(C)(C)NC1=NC2=CC(=C(C=C2C(=N1)NC1CCS(CC1)(=O)=O)OC)OCCCN1CCCC1 4-((2-(isopropylamino)-6-methoxy-7-(3-(pyrrolidin-1-yl)propoxy)quinazolin-4-yl)amino)tetrahydro-2H-thiopyran 1,1-dioxide